5-bromo-7-fluoro-3-methyl-1,3-benzoxazol-2(3H)-one BrC=1C=C(C2=C(N(C(O2)=O)C)C1)F